4-[(2-aminopropyl)amino]-6-[4-(morpholin-4-ylmethyl)phenyl]pyrido[3,2-d]pyrimidine-8-carboxamide NC(CNC=1C2=C(N=CN1)C(=CC(=N2)C2=CC=C(C=C2)CN2CCOCC2)C(=O)N)C